BrC=1C=C(C=CC1)C(CC(N1N=CC(=N1)C1=CC=CC=C1)C1=CC=CC=C1)=O 1-(3-bromophenyl)-3-phenyl-3-(4-phenyl-2H-1,2,3-triazol-2-yl)propan-1-one